N-(2-(4,4-difluoropiperidin-1-yl)-6-methylpyrimidin-4-yl)-4-((1-hydroxy-2-methylpropan-2-yl)thio)-2-(6-azaspiro[2.5]octan-6-yl)benzamide FC1(CCN(CC1)C1=NC(=CC(=N1)NC(C1=C(C=C(C=C1)SC(CO)(C)C)N1CCC2(CC2)CC1)=O)C)F